7-(5-chloro-1H-pyrazol-4-yl)-3-(1-(3-chlorophenyl)-2-hydroxyethyl)quinazolin-4(3H)-one ClC1=C(C=NN1)C1=CC=C2C(N(C=NC2=C1)C(CO)C1=CC(=CC=C1)Cl)=O